tert-Butyl 3-(7-(thiazol-2-yl)-5-(2,2,2-trifluoro-1-(2,2,2-trifluoroethoxy)ethyl)benzo[d]oxazol-2-yl)-3,8-diazabicyclo[3.2.1]octane-8-carboxylate S1C(=NC=C1)C1=CC(=CC=2N=C(OC21)N2CC1CCC(C2)N1C(=O)OC(C)(C)C)C(C(F)(F)F)OCC(F)(F)F